IC1=C(C=CC(=C1)C(F)(F)F)N1CCC(CC1)N(C)C 1-(2-iodo-4-(trifluoromethyl)phenyl)-N,N-dimethylpiperidin-4-amine